FC=1C(=NC(=NC1)NC=1C=NN(C1)C)C1=CC2CCC(C1)N2C(=O)NCC(F)(F)F 3-(5-Fluoro-2-((1-methyl-1H-pyrazol-4-yl)amino)pyrimidin-4-yl)-N-(2,2,2-trifluoroethyl)-8-azabicyclo[3.2.1]oct-2-ene-8-carboxamide